ClC1=C(C=C(CNC(NC=2C=CC=C3CCC(OC23)C(=O)NO)=O)C=C1)C(F)(F)F 8-(3-(4-Chloro-3-(trifluoromethyl)benzyl)ureido)-N-hydroxychromane-2-carboxamide